[I-].[NH+]1=CC=CC2=CC=CC=C12 Quinolinium Iodide